acetic acid, p-toluenesulfonic acid salt CC1=CC=C(C=C1)S(=O)(=O)O.C(C)(=O)O